ethyl 3-(2,6-dichloro-5-fluoropyridin-3-yl)-3-carbonylpropionate ClC1=NC(=C(C=C1C(CC(=O)OCC)=C=O)F)Cl